FC1=C(OC2=CC=C(C=C2)C=2N=C(N3C2C=NC=C3OC)[C@H]3N(CCC3)C(C=C)=O)C=CC=C1OC (S)-1-(2-(1-(4-(2-fluoro-3-methoxyphenoxy)phenyl)-5-methoxyimidazo[1,5-a]pyrazin-3-yl)pyrrolidin-1-yl)prop-2-en-1-one